C1(=CC=C(C=C1)N(C1=CC=C(C=O)C=C1)C1=CC=C(C=C1)C)C 4-(Dip-toluylamino)benzaldehyde